C[Si]([N-][Si](C)(C)C)(C)C.C[Si]([N-][Si](C)(C)C)(C)C.[Mg+2].OCC=1C(=NC=NC1)O 5-(hydroxymethyl)pyrimidin-4-ol Magnesium bis-(hexamethyldisilazide)